COC(=O)C1(CCC2(C(=CC3=CC(=CC=C23)C)Br)CC1)N(C(C(F)(F)F)=O)C1=CC(=CC=C1)Cl (1s,4s)-2'-bromo-4-[(3-chlorophenyl)(trifluoroacetyl)amino]-5'-methyl-spiro[cyclohexane-1,1'-indene]-4-carboxylic acid methyl ester